[N+](=O)([O-])C1=CC(=NC(=C1)C=1N=NN(C1)C=1C(=C(C(=O)O)C=CC1)O)C=1N=NN(C1)C=1C(=C(C(=O)O)C=CC1)O 4'-((4-NITROPYRIDINE-2,6-DIYL)BIS(1H-1,2,3-TRIAZOLE-4,1-DIYL))BIS(2-HYDROXYBENZOIC ACID)